FC=1C(=CC(=NC1)C(=O)O)NC(C)C 5-fluoro-4-(isopropylamino)picolinic acid